N-(5-amino-2,4-difluorophenyl)acetamide NC=1C(=CC(=C(C1)NC(C)=O)F)F